COC(=O)C1(SCC(N1)C(=O)O)CC1=CC=C(C=C1)O 2-(4-hydroxyphenyl)methyl-2,4-thiazolidinedicarboxylic acid 2-methyl ester